3-(2-Methoxy-3-nitrobenzamido)-4-oxopyrrolidine-1-carboxylate COC1=C(C(=O)NC2CN(CC2=O)C(=O)[O-])C=CC=C1[N+](=O)[O-]